Tert-butyl (2-amino-5-fluoro-4-(trifluoromethyl)phenyl)carbamate NC1=C(C=C(C(=C1)C(F)(F)F)F)NC(OC(C)(C)C)=O